2-[3-(4-Chloro-3-fluorophenyl)-1-ethyl-1H-1,2,4-triazol-5-yl]-N-{pyrazolo[1,5-a]pyridin-3-yl}acetamid ClC1=C(C=C(C=C1)C1=NN(C(=N1)CC(=O)NC=1C=NN2C1C=CC=C2)CC)F